C(CC)N[C@@H](C)C(=O)O propyl-L-alanine